2-Ethylbenzonitrile C(C)C1=C(C#N)C=CC=C1